CN(C)\C=C\1/C(C2(CCC2)CC1)=O (Z)-6-((dimethylamino)methylene)spiro[3.4]octan-5-one